N1=COC=2N=CN=CC21 Oxazolo[5,4-d]pyrimidine